6-(6-chloro-2,5-dimethyl-pyrimidin-4-yl)-3-(2-fluorophenoxy)-7,8-dihydro-5H-1,6-naphthyridine ClC1=C(C(=NC(=N1)C)N1CC=2C=C(C=NC2CC1)OC1=C(C=CC=C1)F)C